FC1=C(OC2=C(C=C(C=C2)NS(=O)(=O)CC)C2=CC(=[N+](C(=C2)C)[O-])CC)C=CC(=C1)F 4-(2-(2,4-difluorophenoxy)-5-(ethylsulfonylamino)phenyl)-2-ethyl-6-methylpyridine 1-oxide